FC(C1=CC=C(C[C@H](N)C(=O)O)C=C1)(F)F p-trifluoromethyl-L-phenylalanine